(2-amino-7,7-difluoro-5,6,7,8-tetrahydro-4H-cyclohepta[b]thiophen-3-yl)(2,6-difluoro-phenyl)methanone NC1=C(C2=C(S1)CC(CCC2)(F)F)C(=O)C2=C(C=CC=C2F)F